(R)-1-((1-(2-cyanoacetyl)piperidin-3-yl)oxy)-7-isopropoxy-4-(3-(tetrahydro-2H-pyran-4-yl)prop-1-yn-1-yl)isoquinoline-6-carboxamide C(#N)CC(=O)N1C[C@@H](CCC1)OC1=NC=C(C2=CC(=C(C=C12)OC(C)C)C(=O)N)C#CCC1CCOCC1